C(C1=CC=CC=C1)N1C(CC(CC1C=1N=NN(C1)C)C(=O)NC1=C(C=CC(=C1)Cl)Br)C benzyl-N-(2-bromo-5-chlorophenyl)-2-methyl-6-(1-methyltriazol-4-yl)piperidine-4-carboxamide